FC1(C(NCC1)CC(=O)NC(C)(C)C1=NC=CC2=C(C=CC=C12)C)F 2-(3,3-Difluoropyrrolidin-2-yl)-N-(2-(5-methylisoquinolin-1-yl)propan-2-yl)acetamide